COC=1C=C(C=C(C1OC)OC)NC(N)=S 3-(3,4,5-trimethoxyphenyl)thiourea